N-(3-chloro-5-methoxyisonicotinyl)-O-((1r,3r)-3-(2-(5,6,7,8-tetrahydro-1,8-naphthyridin-2-yl)ethyl)cyclobutyl)-L-homoserine ClC1=C(CN[C@@H](CCOC2CC(C2)CCC2=NC=3NCCCC3C=C2)C(=O)O)C(=CN=C1)OC